bis(3-nonyldodecyl) 6-{[(1-methylpyrrolidine-3-carbonyl)oxy]methyl}undecanedioate CN1CC(CC1)C(=O)OCC(CCCCC(=O)OCCC(CCCCCCCCC)CCCCCCCCC)CCCCC(=O)OCCC(CCCCCCCCC)CCCCCCCCC